N-(2,4-dimethoxybenzyl)-2-(4-methyl-1H-imidazol-1-yl)-5-nitrobenzenesulfonamide COC1=C(CNS(=O)(=O)C2=C(C=CC(=C2)[N+](=O)[O-])N2C=NC(=C2)C)C=CC(=C1)OC